5-Methyl-2-(((S)-1-hydroxypropan-2-yl)amino)pyrimidin CC=1C=NC(=NC1)N[C@H](CO)C